4-[4-cyano-2-({[(1s,2r)-3',3'-dimethyl-6'-(3-pyridinyl)-2',3'-dihydrospiro[cyclopropan-1,1'-inden]-2-yl]carbonyl}amino)phenyl]butanoic acid C(#N)C1=CC(=C(C=C1)CCCC(=O)O)NC(=O)[C@@H]1C[C@]12CC(C1=CC=C(C=C21)C=2C=NC=CC2)(C)C